N-(2-(diphenylphosphaneyl)benzyl)-1-(pyridin-2-yl)methanamine C1(=CC=CC=C1)P(C1=C(CNCC2=NC=CC=C2)C=CC=C1)C1=CC=CC=C1